FC([C@H]1CNCC1)(F)F (3R)-3-(trifluoromethyl)pyrrolidin